BrC1=CC=C(C=C1)N1C=2N(C[C@@H](C1)CNC(C=C)=O)N=CC2 |o1:11| (R)- or (S)-N-((4-(4-bromophenyl)-4,5,6,7-tetrahydropyrazolo[1,5-a]pyrimidin-6-yl)methyl)acrylamide